N1(C=NC=C1)C1=NC2=CC(=C(C=C2C(=N1)NCN1CCNCC1)OC)OCCCN1CCCC1 2-(1H-imidazol-1-yl)-6-methoxy-N-(piperazin-1-ylmethyl)-7-(3-(pyrrolidin-1-yl)propoxy)quinazolin-4-amine